4-[4-(1-cyano-4-methoxy-1-methyl-4-oxo-butyl)phenyl]piperidine-1-carboxylic acid tert-butyl ester C(C)(C)(C)OC(=O)N1CCC(CC1)C1=CC=C(C=C1)C(CCC(=O)OC)(C)C#N